N(CCC(=O)[O-])CCC(=O)OCC=CCCCCCCC beta-decenyl iminodipropionate